NC(C(COCC1CNC1)NC(=O)C1=C(OC2=C1C=C(C=C2)[C@H]2[C@@H](C2)C2=CC=CC=C2)C)=O N-(1-amino-3-(azetidin-3-ylmethoxy)-1-oxopropan-2-yl)-2-methyl-5-(trans-2-phenylcyclopropyl)benzofuran-3-carboxamide